NC1=NC=C(C2=C1C(=NN2C)C2=CC(=C(C=C2)NS(=O)(=O)C(F)F)OC(COC)C2=CC=C(C=C2)F)C=2C=NN(C2)C2CCN(CC2)C N-(4-(4-amino-1-methyl-7-(1-(1-methyl-piperidin-4-yl)-1H-pyrazol-4-yl)-1H-pyrazolo[4,3-c]pyridin-3-yl)-2-(1-(4-fluorophenyl)-2-methoxyethoxy)phenyl)-1,1-difluoro-methanesulfonamide